OC(=O)C(F)(F)F.N1C(=NC=C1)NCC[C@@H](C(=O)N[C@H](C(=O)N[C@H](C(=O)N)CC1=CC=CC=C1)CCC(=O)N)NC(CCCCCCCCCCCCCCC)=O (S)-2-((S)-4-((1H-imidazol-2-yl)amino)-2-palmitamidobutanamido)-N1-((S)-1-amino-1-oxo-3-phenylpropan-2-yl)pentanediamide TFA salt